O1CCN(CC1)P1(=NP(=NP(=N1)(N1CCOCC1)N1CCOCC1)(N1CCOCC1)N1CCOCC1)N1CCOCC1 hexa(morpholino)cyclotriphosphazene